C([C@@H]1[C@H]([C@@H]([C@@H](O1)O[C@H]2[C@@H]([C@H](O[C@@H]2O[C@@H]3[C@H](O[C@@H]([C@H]3O)OC[C@@H]4[C@H]([C@@H]([C@H](O4)OC[C@@H]5[C@H]([C@@H]([C@H](O5)OC[C@@H]6[C@H]([C@@H]([C@H](O6)OC[C@@H]7[C@H]([C@@H]([C@H](O7)OC[C@@H]8[C@H]([C@@H](C(O8)O)O)O)O)O)O)O)O)O)O)O)CO)CO)O)O)O)O The molecule is an octasaccharide composed of eight arabinofuranose residues in a beta(1->2), alpha(1->3), alpha(1->5), alpha(1->5), alpha(1->5), alpha(1->5) and alpha(1->5) linear sequence.